1-[4-amino-6-(5-chloro-2-fluorophenyl)pyridazin-3-yl]azetidine-2-carboxylic acid propan-2-yl ester CC(C)OC(=O)C1N(CC1)C=1N=NC(=CC1N)C1=C(C=CC(=C1)Cl)F